NC1=CC=C(C(=C1C=1C=CC(=NC1)C(C[C@H]1OCCCC1)N1N=CC(=C1)C1=CC=C(C=C1)NC(OC)=O)F)Cl |o1:15| Methyl (4-(1-(1-(5-(6-amino-3-chloro-2-fluorophenyl)pyridin-2-yl)-2-((S*)-tetrahydro-2H-pyran-2-yl)ethyl)-1H-pyrazol-4-yl)phenyl)carbamate